C(C)(C)(C)OC(=O)N[C@@]1(CN(CC1)C1=C(C(=O)O)C=CN=C1Cl)C.ClCCC[Si](OC)(OC)OC gamma-chloropropyl-trimethoxysilane (S)-3-(3-((tert-butoxycarbonyl)amino)-3-methylpyrrolidin-1-yl)-2-chloroisonicotinate